NC(=O)C1=C(SC(=C1)CC1=CC=CC=C1)NC(=O)C1=CC2=C(OCO2)C=C1 N-[3-(aminocarbonyl)-5-benzyl-2-thienyl]-1,3-benzodioxole-5-carboxamide